FC1=C(C=CC(=C1)F)C1=CC(=C(C=C1)O)C(=O)O.FC(C=1C=C(C=C(C1)C(F)(F)F)[SiH](C)C)(F)F 3,5-bis(trifluoromethyl)phenyldimethylsilane 2',4'-difluoro-4-hydroxy-[1,1'-biphenyl]-3-carboxylate